1,1,3-tris-(2-methyl-hydroxy-5-t-butylphenyl)butane CC1=C(C=C(C=C1O)C(C)(C)C)C(CC(C)C1=C(C(=CC(=C1)C(C)(C)C)O)C)C1=C(C(=CC(=C1)C(C)(C)C)O)C